1-(6-bromo-2-pyridinyl)-1-methyl-hydrazine BrC1=CC=CC(=N1)N(N)C